1,4,7,10,13,16-hexaoxacyclooctadecane iodide [I-].O1CCOCCOCCOCCOCCOCC1